CC=1C=C(C=CC1OCC1OC1)C1=CCC(C=C1)C1=CC=C(C=C1)OCC1OC1 1-{3-methyl-4-(oxiranylmethoxy)phenyl}-4-{4-(Oxiranylmethoxy)phenyl}-1,5-cyclohexadiene